trans-1'-(6-amino-5-fluoropyrimidin-4-yl)-3-((3-chloro-5-(trifluoromethyl)phenyl)amino)-2-oxo-[1,3'-bipiperidine]-4'-carboxamide NC1=C(C(=NC=N1)N1CC(C(CC1)C(=O)N)N1C(C(CCC1)NC1=CC(=CC(=C1)C(F)(F)F)Cl)=O)F